NC1=NC(=NN2C1=C(C=C2)C2=CC=C1C(=N2)N(C=N1)CC(F)F)N[C@@H]1[C@@H](CN(CC1)C(C)=O)F 1-((3R,4S)-4-((4-Amino-5-(3-(2,2-difluoroethyl)-3H-imidazo[4,5-b]pyridin-5-yl)pyrrolo[2,1-f][1,2,4]triazin-2-yl)amino)-3-fluoropiperidin-1-yl)ethan-1-one